benzyl N-{2-[(tert-butoxycarbonyl)(2-isopropoxyethyl)amino]ethyl}carbamate C(C)(C)(C)OC(=O)N(CCNC(OCC1=CC=CC=C1)=O)CCOC(C)C